1'-[5-chloro-4-(trifluoromethyl)pyridin-3-yl]-2-(2-ethoxypyridin-3-yl)-7-pyrrolidin-3-ylspiro[6H-1,7-naphthyridine-5,4'-piperidine]-8-one ClC=1C(=C(C=NC1)N1CCC2(CC1)C=1C=CC(=NC1C(N(C2)C2CNCC2)=O)C=2C(=NC=CC2)OCC)C(F)(F)F